E-1,4-dimethyl-p-toluenesulfonamide CC1(C)C=CC(C=C1)(S(=O)(=O)N)C